(S)-1-(1-(6-ethoxy-5-methoxypyridin-2-yl)-2-(methylsulfonyl)ethyl)-5-(4-fluoro-2-methylphenyl)-1H-benzo[d]imidazol-2(3H)-one C(C)OC1=C(C=CC(=N1)[C@@H](CS(=O)(=O)C)N1C(NC2=C1C=CC(=C2)C2=C(C=C(C=C2)F)C)=O)OC